1-(5-(4,4,5,5-tetramethyl-1,3,2-dioxaborolan-2-yl)pyridin-2-yl)pyrrolidin-2-one CC1(OB(OC1(C)C)C=1C=CC(=NC1)N1C(CCC1)=O)C